CC1=CC=C(C=C1)S(=O)(=O)OC=1C=C(C=CC1)NC1=C(C=CC=C1)S(=O)(=O)N ((3-(((4-methylphenyl)sulfonyl)oxy)phenyl)amino)benzenesulfonamide